6-(2,4-difluorophenyl)isoindolin-1-one FC1=C(C=CC(=C1)F)C1=CC=C2CNC(C2=C1)=O